C[C@H]1C(=NNC(C1)=O)C1=CC=C(C=C1)NC(C)=O (R)-N-[4-(1,4,5,6-tetrahydro-4-methyl-6-oxo-3-pyridazinyl)-phenyl]acetamide